4-((4-((4-(pyridin-4-ylamino)phenyl)carbamoyl)phenyl)amino)quinoline-6-carboxylic acid N1=CC=C(C=C1)NC1=CC=C(C=C1)NC(=O)C1=CC=C(C=C1)NC1=CC=NC2=CC=C(C=C12)C(=O)O